4-[2-(4-methylphenyl)ethyl]resorcinol CC1=CC=C(C=C1)CCC1=C(C=C(O)C=C1)O